tert-butyl N-(4-methoxy-3-pyridyl)-N-prop-2-ynyl-carbamate COC1=C(C=NC=C1)N(C(OC(C)(C)C)=O)CC#C